C(C)(C)(C)S(=O)(=O)N1C2(CCC2)C[C@H](C1)N1C2=C(OCC1=O)C=C(C=C2C2=C1C(=NC=C2)C=C(S1)CO)Cl (R)-4-(5-(tert-butylsulfonyl)-5-azaspiro[3.4]octan-7-yl)-7-chloro-5-(2-(hydroxymethyl)thieno[3,2-b]pyridin-7-yl)-2H-benzo[b][1,4]oxazin-3(4H)-one